9,9-bis(carboxyethyl)-1,8-diphenylfluorene C(=O)(O)CCC1(C2=C(C=CC=C2C=2C=CC=C(C12)C1=CC=CC=C1)C1=CC=CC=C1)CCC(=O)O